4-methyl-3,4-dihydro-2H-benzo[1,4]oxazine-6-carboxylic acid [2-(1-aza-spiro[3.3]hept-1-yl)-benzooxazol-5-yl]-amide N1(CCC12CCC2)C=2OC1=C(N2)C=C(C=C1)NC(=O)C=1C=CC2=C(N(CCO2)C)C1